Cl.C(C)(C)(C)NN tert-Butyl-hydrazine hydrochloride